Dimethoxy(methyl)octylsilan CO[Si](CCCCCCCC)(C)OC